C(C)(C)C1C=NC2=C(C1=O)C(=CN2C)NC(OC(C)(C)C)=O Tert-butyl (5-isopropyl-1-methyl-4-oxo-4,5-dihydro-1H-pyrrolo[3,2-e]pyridin-3-yl)carbamate